1-Benzyl-4-amino-4-piperidinecarboxylic acid C(C1=CC=CC=C1)N1CCC(CC1)(C(=O)O)N